O=C1N(C(C2=CC=CC=C12)=O)C(C(=O)OCC1=CC=CC=C1)C(C=C)(C)C Benzyl 2-(1,3-dioxoisoindolin-2-yl)-3,3-dimethylpent-4-enoate